5-(5-((6-fluoro-3-methyl-4-oxo-4,5-dihydropyrazolo[1,5-a]quinoxalin-7-yl)methyl)-4,5,6,7-tetrahydro-2H-pyrazolo[4,3-c]pyridin-2-yl)-N-methylpicolinamide FC1=C2NC(C=3N(C2=CC=C1CN1CC=2C(CC1)=NN(C2)C=2C=CC(=NC2)C(=O)NC)N=CC3C)=O